(2S,4S)-1-tert-butyl 2-methyl 4-(methylsulfonamido)pyrrolidine-1,2-dicarboxylate CS(=O)(=O)N[C@H]1C[C@H](N(C1)C(=O)OC(C)(C)C)C(=O)OC